CC1=C(C=C(C(=O)NC2=CC(=CC(=C2)C(F)(F)F)N2C=NC(=C2)C)C=C1)NC1=NC=CC(=N1)C=1C=NC=CC1 4-methyl-N-[3-(4-methylimidazol-1-yl)-5-(trifluoromethyl)phenyl]-3-[(4-pyridin-3-ylpyrimidin-2-yl)amino]benzamide